COC1=CC=C(C=C1)C(OC[C@@H]1C(C([C@@H](O1)N1C2=NC=NC(=C2N=C1)N(C(C1=CC=CC=C1)=O)CCCCCCCCCCCCCCCC)F)OP(N(C(C)C)C(C)C)OCCC#N)(C1=CC=CC=C1)C1=CC=C(C=C1)OC N-[9-[(2R,5R)-5-[[bis(4-methoxyphenyl)-phenyl-methoxy]methyl]-4-[2-cyanoethoxy-(diisopropylamino)phosphanyl]oxy-3-fluoro-tetrahydrofuran-2-yl]purin-6-yl]-N-hexadecyl-benzamide